methyl-[2-(4-methylsulfanyl-phenyl)-imidazo[1,2-a]pyridin-7-yl]-amine CNC1=CC=2N(C=C1)C=C(N2)C2=CC=C(C=C2)SC